CC1(OC(C(C(O1)=O)C(C(C)C1=CC=CC=C1)=O)=O)C 2,2-dimethyl-5-(2-phenylpropionyl)-1,3-dioxane-4,6-dione